3-diphenylphosphinyloxy-4-fluorotetrahydrothiophene-1,1-dioxide C1(=CC=CC=C1)P(=O)(OC1CS(CC1F)(=O)=O)C1=CC=CC=C1